2,8-diiododibenzofuran IC1=CC2=C(OC3=C2C=C(C=C3)I)C=C1